2-[3-[5,7-difluoro-2-(4-fluorophenyl)-1H-indol-3-yl]propyl]isoindoline-1,3-dione FC=1C=C2C(=C(NC2=C(C1)F)C1=CC=C(C=C1)F)CCCN1C(C2=CC=CC=C2C1=O)=O